C1(CC1)C(=O)C=1C=C(C(=O)OC)C=C(C1)C(F)(F)F methyl 3-(cyclopropanecarbonyl)-5-(trifluoromethyl)benzoate